(1-((2-hydroxyethyl)amino)-1-oxopropan-2-yl)carbamic acid tert-butyl ester C(C)(C)(C)OC(NC(C(=O)NCCO)C)=O